C12(CCCCCC1)OC(C1=C(O2)C=CC=C1)=O 4H-spiro[benzo[d][1,3]dioxin-2,1'-cycloheptane]-4-one